C(C)(C)(C)OC(N[C@H]1CN(CCN1)C1=CC(=C(C=C1)NC(C(=O)C1=CC=C(C=C1)C#N)=O)[N+](=O)[O-])=O (S)-(1-(4-(2-(4-cyanophenyl)-2-oxoacetamido)-3-nitrophenyl)piperazin-3-yl)carbamic acid tert-butyl ester